C(C)(C)(C)OC(=O)N1CCC(CC1)C1=NC(=CC=C1)OC1(CC1)C1=C(C=C(C=C1)C#N)F 4-(6-(1-(4-cyano-2-fluorophenyl)cyclopropyloxy)pyridin-2-yl)piperidine-1-carboxylic acid tert-butyl ester